3-(3-thienyl)propanal tert-butyl-4-((4-bromophenyl)difluoromethyl)piperidine-1-carboxylate C(C)(C)(C)OC(=O)N1CCC(CC1)C(F)(F)C1=CC=C(C=C1)Br.S1C=C(C=C1)CCC=O